dipiperazine phosphate P(=O)(O)(O)O.N1CCNCC1.N1CCNCC1